NC1=NC=CC(=C1I)OC1=C(C=C(C=C1)NC(=O)C=1C(N(C(N(C1)CC(=O)N(C)C)=O)C1=CC=C(C=C1)F)=O)F N-(4-((2-amino-3-iodopyridin-4-yl)oxy)-3-fluorophenyl)-1-(2-(dimethylamino)-2-oxoethyl)-3-(4-fluorophenyl)-2,4-dioxo-1,2,3,4-tetrahydropyrimidine-5-carboxamide